C(C1=CC=CC=C1)OC(=O)[C@@H]1[C@@H](C1)C(=O)O (1R,2S)-2-((benzyloxy)carbonyl)cyclopropane-1-carboxylic acid